C1=CC=C(C=2C=CC34C(C12)=CC=C(C=C3)C4)C(=O)[O-] 6a,9-methanocyclohepta[a]naphthalene-4-carboxylate